2-(5-(4-fluorophenyl)pyridin-3-yl)acetic acid FC1=CC=C(C=C1)C=1C=C(C=NC1)CC(=O)O